NC=1C2=C(N=CN1)N(C(=C2C2=NC=C(C=N2)OC2COC2)C2=CCC1(CCN(CC1)C(C=C)=O)CC2)C 1-(9-(4-amino-7-methyl-5-(5-(oxetan-3-yloxy)pyrimidin-2-yl)-7H-pyrrolo[2,3-d]pyrimidin-6-yl)-3-azaspiro[5.5]undec-8-en-3-yl)prop-2-en-1-one